N-((S)-1-cyano-6-fluoro-1,2,3,4-tetrahydronaphthalen-1-yl)-2-methylpropan-2-sulfinamide C(#N)[C@@]1(CCCC2=CC(=CC=C12)F)NS(=O)C(C)(C)C